N-(Cyclopropylmethoxy)-4-((2R,3S,4S,5R)-3-(3,4-difluoro-2-methoxyphenyl)-4,5-dimethyl-5-(trifluoromethyl)tetrahydrofuran-2-carboxamido)picolinamide C1(CC1)CONC(C1=NC=CC(=C1)NC(=O)[C@@H]1O[C@]([C@H]([C@H]1C1=C(C(=C(C=C1)F)F)OC)C)(C(F)(F)F)C)=O